4-(2-trifluoromethyl-4-cyanophenyl)-thiophene-2-carbaldehyde FC(C1=C(C=CC(=C1)C#N)C=1C=C(SC1)C=O)(F)F